tert-Butyl (3-cyano-4-(3-((R)-3-((R)-3,4-dimethylpiperazin-1-yl)pyrrolidin-1-yl)-5-fluoro-7,9-dihydrofuro[3,4-f]quinazolin-6-yl)-7-fluorothieno[3,2-c]pyridin-2-yl)carbamate C(#N)C1=C(SC2=C1C(=NC=C2F)C=2C1=C(C=3C=NC(=NC3C2F)N2C[C@@H](CC2)N2C[C@H](N(CC2)C)C)COC1)NC(OC(C)(C)C)=O